OCC1=CN=C2C3=C(C(NC2=C1C)=O)OCCC3 3-hydroxymethyl-4-methyl-9,10-dihydropyrano[2,3-c][1,5]naphthyridin-6(8H)-one